oxo-pyrimidinyl-methyl-benzamide O=NC(C1=C(C(=CC=C1)C1=NC=CC=N1)C)=O